CC1CC2(N(C(C1)C2)C(=O)C2=NC=CC=C2)CC(=O)OC methyl 2-[3-methyl-6-(pyridine-2-carbonyl)-6-azabicyclo[3.1.1]heptan-1-yl]acetate